C(#N)C=1C(=C(C=CC1)C1=C(C#N)C=C(C=C1)C(=O)N1[C@@H](C\C(\C1)=N/OC)CO)C 2-(3-Cyano-2-methylphenyl)-5-[(2S,4E)-2-(hydroxymethyl)-4-(methoxyimino)pyrrolidine-1-carbonyl]benzonitrile